5-((2-azidoethoxy)methyl)-2-((4-(4-fluorophenoxy)benzoyl)glycyl)-2-azabicyclo[3.1.0]hexane-3-carboxylic acid N(=[N+]=[N-])CCOCC12CC(N(C2C1)C(CNC(C1=CC=C(C=C1)OC1=CC=C(C=C1)F)=O)=O)C(=O)O